CSC([O-])=S methyl-dithiocarbonate